5-bromofuro[2,3-d]pyrimidin-4-amine BrC1=COC=2N=CN=C(C21)N